CC=1C=C2C3=C(NC2=C(C1)C)N=CN=C3N 6,8-dimethyl-9H-pyrimido[4,5-b]indol-4-amine